COC(=O)C1CC(C1)N1C(=NC2=C(C=CC(=C2C1=O)Cl)F)[C@H](C)NC(=O)OC(C)(C)C (S)-3-(2-(1-((tert-butoxycarbonyl)amino)ethyl)-5-chloro-8-fluoro-4-oxoquinazolin-3(4H)-yl)cyclobutane-1-carboxylic acid methyl ester